3-fluoro-5-[3-(pyridin-2-ylcarbamoyl)-4-trifluoromethyl-phenylethynyl]-benzoic acid FC=1C=C(C(=O)O)C=C(C1)C#CC1=CC(=C(C=C1)C(F)(F)F)C(NC1=NC=CC=C1)=O